C(OCC(C)C=1C=NC(=C(C1)C(F)(F)F)OC)(OC1=CC=C(C=C1)[N+](=O)[O-])=O 2-(6-methoxy-5-(trifluoromethyl)pyridin-3-yl)propyl (4-nitrophenyl) carbonate